C(=C)N1N=CC(=C1)C(=O)O 1-VINYL-1H-PYRAZOLE-4-CARBOXYLIC ACID